4-(((S)-2-Hydroxy-1-methyl-ethyl)sulfonamido)-N-(4-methyl-6-((R)-2-methyl-morpholino)pyridin-2-yl)-2-(6-azaspiro[2.5]octan-6-yl)benzamide OC[C@H](C)S(=O)(=O)NC1=CC(=C(C(=O)NC2=NC(=CC(=C2)C)N2C[C@H](OCC2)C)C=C1)N1CCC2(CC2)CC1